4-{[2-(2,6-dioxopiperidin-3-yl)-1-oxo-2,3-dihydro-1H-isoindol-4-yl]amino}butanoic acid O=C1NC(CCC1N1C(C2=CC=CC(=C2C1)NCCCC(=O)O)=O)=O